ClC=1C=CC2=C([C@@H](C[C@H](O2)C(=O)NC23CC(C2)(C3)C3=CC(=NO3)C3=CC(=C(C=C3)Cl)F)O)C1 (2S,4R)-6-chloro-N-{3-[3-(4-chloro-3-fluorophenyl)-1,2-oxazol-5-yl]bicyclo[1.1.1]pentan-1-yl}-4-hydroxy-3,4-dihydro-2H-1-benzopyran-2-carboxamide